tert-butyl-((cis-3-((3-chloro-4-methylbenzyl)oxy)cyclobutyl)oxy)dimethylsilane C(C)(C)(C)[Si](C)(C)O[C@@H]1C[C@@H](C1)OCC1=CC(=C(C=C1)C)Cl